3-(1-ethyl-3-methyl-1H-pyrazol-5-yl)-4H-1,2,4-triazole acetic acid salt C(C)(=O)O.C(C)N1N=C(C=C1C1=NN=CN1)C